2-Fluoro-1-methoxy-4-(4-methoxy-3-nitrophenoxy)-benzene FC1=C(C=CC(=C1)OC1=CC(=C(C=C1)OC)[N+](=O)[O-])OC